ClC=1C=C(C=CC1Cl)NC(=O)NC1=NC(=CC(=N1)NCCCN(C)C)C 1-(3,4-dichlorophenyl)-3-(4-((3-(dimethylamino)propyl)amino)-6-methylpyrimidin-2-yl)urea